CC1=CC(=C(C=C1[N+](=O)[O-])CO)CO (4-Methyl-5-nitro-1,2-phenylene)dimethanol